CSC1=NC=C(C(=N1)C1=CC=NN1C1OCCCC1)C#N 2-(methylsulfanyl)-4-(1-(tetrahydro-2H-pyran-2-yl)-1H-pyrazol-5-yl)pyrimidine-5-carbonitrile